CNC(C1=NC=C(C=C1)N(C1CN(C1)CC1=CC=2NC(N(C(C2S1)=O)C)=O)C)=O N-methyl-5-(methyl(1-((3-methyl-2,4-dioxo-1,2,3,4-tetrahydrothieno[3,2-d]pyrimidin-6-yl)methyl)azetidin-3-yl)amino)picolinamide